rel-3-chloro-4-[(3,5-difluoropyridin-2-yl)methoxy]-2'-[3-(2-hydroxypropan-2-yl)-2-oxopyridin-1-yl]-6-(methoxymethyl)-5'-methyl-[1,4'-bipyridin]-2-one ClC=1C(N(C(=CC1OCC1=NC=C(C=C1F)F)COC)C1=CC(=NC=C1C)N1C(C(=CC=C1)C(C)(C)O)=O)=O